C(C1=CC=CC=C1)N1C[C@@H]([C@@H](CC1)C)N(C1=C2C(=NC=C1C(=O)OCC)NC=C2)C ethyl 4-(((3R,4R)-1-benzyl-4-methylpiperidin-3-yl) (methyl) amino)-1H-pyrrolo[2,3-b]pyridine-5-carboxylate